2,11-Dichlorodibenzo[b,f][1,4]oxazepane ClC=1C=CC2=C(C(NC3=C(O2)C=CC=C3)Cl)C1